(7-(1-methyl-1H-pyrazol-5-yl)pyrazolo[1,5-a]pyridin-3-yl)(piperidin-1-yl)methanone CN1N=CC=C1C1=CC=CC=2N1N=CC2C(=O)N2CCCCC2